N-(3-chlorobenzyl)-4-(4-(2-(dimethylamino)ethyl)piperazin-1-yl)-6-(3,5-dimethylisoxazol-4-yl)quinolin-2-amine ClC=1C=C(CNC2=NC3=CC=C(C=C3C(=C2)N2CCN(CC2)CCN(C)C)C=2C(=NOC2C)C)C=CC1